C(C1=CC=CC=C1)N(C(COC1=C(C=CC=C1)OCC(=O)N(C1=CC=CC=C1)CC1=CC=CC=C1)=O)C1=CC=CC=C1 N,N'-dibenzyl-N,N'-diphenyl-1,2-phenylenedioxydiacetamide